2-fluoro-8-oxabicyclo[3.2.1]oct-6-en-3-one FC1C2C=CC(CC1=O)O2